4-methyl-5-(1-(butan-2-yl)pyrazol-4-yl)-1,3-thiazol CC=1N=CSC1C=1C=NN(C1)C(C)CC